(R)-(2-(4-(3-Ethyl-6-methoxy-4,8-dimethyl-2-oxo-1,2-dihydroquinolin-5-yl)phenyl)propyl)carbamic acid tert-butyl ester C(C)(C)(C)OC(NC[C@H](C)C1=CC=C(C=C1)C1=C2C(=C(C(NC2=C(C=C1OC)C)=O)CC)C)=O